4-fluoro-N-(1-(5-(4-(trifluoromethyl)picolinoyl)-5,6,7,8-tetrahydro-1,5-naphthyridin-2-yl)ethyl)benzamide FC1=CC=C(C(=O)NC(C)C2=NC=3CCCN(C3C=C2)C(C2=NC=CC(=C2)C(F)(F)F)=O)C=C1